C(C)[C@@H]1C[C@@H](CN1NC1=C2C(=NC=C1[N+](=O)[O-])N(C=C2)S(=O)(=O)C2=CC=C(C)C=C2)C#N (3S,5R)-5-Ethyl-1-((5-nitro-1-p-toluenesulfonyl-1H-pyrrolo[2,3-b]pyridin-4-yl)amino)pyrrolidine-3-carbonitrile